[C].[Si].[Mg] magnesium silicon carbon